ClC1=CC(=NC=C1)N1N=C(C=C1)CC(=O)NC1=NN(C(=C1)C1CC1)C(=O)OC(C)(C)C Tert-butyl 3-(2-(1-(4-chloropyridin-2-yl)-1H-pyrazol-3-yl)acetamido)-5-cyclopropyl-1H-pyrazole-1-carboxylate